[Si](C)(C)(C(C)(C)C)N=S(N)(=O)C=1C=C(CN(C(C)=O)C)C=CC1 N-(3-(N'-(tert-butyldimethylsilyl)sulfamimidoyl)benzyl)-N-methylacetamide